6-bromo-2-fluoro-4-((4-methoxybenzyl)oxy)pyrazolo[1,5-a]pyridine BrC=1C=C(C=2N(C1)N=C(C2)F)OCC2=CC=C(C=C2)OC